NC1=C(C=C(C=N1)C=1C=C2N(N1)CC[C@]21CN(CC1)C(=O)NC(C)(C)C1=CC=NC=C1)C(F)(F)F (3R)-2'-[6-amino-5-(trifluoromethyl)pyridin-3-yl]-N-[2-(pyridin-4-yl)propan-2-yl]-5',6'-dihydrospiro[pyrrolidine-3,4'-pyrrolo[1,2-b]pyrazole]-1-carboxamide